penta-fluoro-phenyl-pyrazin FC1=C(C(=C(C(=C1C1=NC=CN=C1)F)F)F)F